(R)-2-amino-N-methyl-3-phenyl-propionamide hydrochloride Cl.N[C@@H](C(=O)NC)CC1=CC=CC=C1